6-(4-fluorophenyl)-5-(methylthio)picolinic acid methyl ester COC(C1=NC(=C(C=C1)SC)C1=CC=C(C=C1)F)=O